IC1=CC2=C(N(C1=O)C)C(=CN2)C2=CC(=CC(=C2)OC2=CC=C(C=C2)C(F)(F)F)C 6-iodo-4-methyl-3-{3-methyl-5-[4-(trifluoromethyl)phenoxy]phenyl}-1H,4H,5H-pyrrolo[3,2-b]pyridin-5-one